COC1=C(C=C(C=C1)OC1=CC=C(C=C1)C(F)(F)F)NC(=O)[C@H]1N(C(CC1)=O)C (S)-N-(2-methoxy-5-(4-(trifluoromethyl)phenoxy)phenyl)-1-methyl-5-oxopyrrolidine-2-carboxamide